C(C)(C)(C)OC(N[C@@H]1C(NC2=C(OC1)C=CC=N2)=O)=O (S)-(4-oxo-2,3,4,5-tetrahydropyrido[3,2-b][1,4]oxazepin-3-yl)carbamic acid tert-butyl ester